NC(C(=O)O)=CO 2-amino-3-hydroxy-acrylic acid